C(C1=CC=CC=C1)O[C@H](C(=O)O)C (S)-2-benzyloxypropionic acid